potassium 2,2-propanedisulfonate CC(C)(S(=O)(=O)[O-])S(=O)(=O)[O-].[K+].[K+]